C(#N)[Fe] cyano-iron